3-(methoxymethyl)-4-((4-(4-(trifluoromethyl)phenyl)phthalazin-1-yl)amino)tetrahydrofuran-3-ol anti-tert-butyl-(4-hydroxy-4-(methoxymethyl)tetrahydrofuran-3-yl)carbamate C(C)(C)(C)N(C(=O)OC1(COCC1NC1=NN=C(C2=CC=CC=C12)C1=CC=C(C=C1)C(F)(F)F)COC)C1COCC1(COC)O